[Na+].OCS(=O)[O-] hydroxymethylsulfinate, sodium salt